N1C(=CC=C1)CN1CC(CC1)CNC(=O)C1CCN(CC1)C1=NC(=NO1)C1=CC=C(C=C1)OC N-((1-((1H-pyrrol-2-yl)methyl)pyrrolidin-3-yl)methyl)-1-(3-(4-methoxyphenyl)-1,2,4-oxadiazol-5-yl)piperidine-4-carboxamide